C(C1=CC=CC=C1)N1CC(OCCC1)CN1CCC(CC1)C=1C=C(N)C=CC1 3-{1-[(4-benzyl-1,4-oxazepan-2-yl)methyl]piperidin-4-yl}aniline